C1(CC1)[C@H](C(F)(F)F)N1CC(=C2N1C(=CC(=N2)C=2C(=NC(=CC2)C)F)C)C(=O)O (R)-N-(1-cyclopropyl-2,2,2-trifluoroethyl)-5-(2-fluoro-6-methylpyridin-3-yl)-7-methylpyrazolo[1,5-a]Pyrimidine-3-carboxylic acid